(2R,6S)-2,6-dimethyl-piperazine tert-butyl-N-(3,3-dimethyl-1,3-dihydro-2-benzofuran-5-yl)carbamate C(C)(C)(C)OC(NC1=CC2=C(COC2(C)C)C=C1)=O.C[C@H]1N[C@H](CNC1)C